rac-4-((1R,3R)-1-oxo-3-phenyl-4,5-dihydro-3H-1λ6-isothiazol-1-yl)benzoic acid methyl ester COC(C1=CC=C(C=C1)[S@]1(=N[C@H](CC1)C1=CC=CC=C1)=O)=O |r|